C(C)(=O)O[C@H](CC)CCCCCC |r| (+/-)-nonane-3-yl acetate